FC=1C=CC(=C(C(=O)N2C3CC(C(C2COC2=CC=C(C=C2)F)C)C3)C1)N1N=CC=N1 trans-2-[5-fluoro-2-(2H-1,2,3-triazol-2-yl)benzoyl]-3-[(4-fluorophenoxy)methyl]-4-methyl-2-azabicyclo[3.1.1]heptane